ClC1=CC=C(C=C1)[C@H](C(=O)N1CCN([C@H]2C[C@@H]12)C=1C2=C(N=CN1)NC=C[C@H]2C)CNC(C)C (R)-4-((1S,6R)-5-((S)-2-(4-chlorophenyl)-3-(isopropylamino)propionyl)-2,5-diazabicyclo[4.1.0]heptane-2-yl)-5-methyl-5,8-dihydropyrido[2,3-d]pyrimidine